3-((2-(6-cyclopropylpyridin-3-yl)-8-methoxy-2,3-dihydrobenzo[b][1,4]dioxin-6-yl)methyl)-6-iodo-3H-imidazo[4,5-b]pyridine C1(CC1)C1=CC=C(C=N1)C1COC2=C(O1)C(=CC(=C2)CN2C=NC=1C2=NC=C(C1)I)OC